COC1=NC(=C(C(=N1)C)[N+](=O)[O-])C 2-methoxy-4,6-dimethyl-5-nitropyrimidine